(p-tert-butylphenyl)-silicate C(C)(C)(C)C1=CC=C(C=C1)O[Si]([O-])([O-])[O-]